2-fluoro-5-(methoxymethoxy)-4-{2-[3-(trifluoromethyl)-1H-pyrazol-1-yl]ethyl}-2H-benzo[b][1,4]oxazine FC1CN(C2=C(O1)C=CC=C2OCOC)CCN2N=C(C=C2)C(F)(F)F